3-hydroxy-4-((1,3,3-trimethylindol-2-ylidene)methyl)-3-cyclobutene-1,2-dione OC=1C(C(C1C=C1N(C2=CC=CC=C2C1(C)C)C)=O)=O